tert-butyl (2S)-4-(3-bromopyrazolo[1,5-a]pyrimidin-5-yl)-2-methyl-piperazine-1-carboxylate BrC=1C=NN2C1N=C(C=C2)N2C[C@@H](N(CC2)C(=O)OC(C)(C)C)C